C(C)(C)(C)OC(=O)N1CCN(CC1)C1CC(C1)N1N=C2C=C(C(=CC2=C1)NC(C(F)(F)F)=O)C(=O)OC methyl 2-((1r,3r)-3-(4-(tert-butoxycarbonyl) piperazin-1-yl) cyclobutyl)-5-(2,2,2-trifluoroacetamido)-2H-indazole-6-carboxylate